CC=1OC(=CC1C(=O)NC1=NC(=NS1)CC(C)(F)F)C1=CC(=CC=C1)OC(F)(F)F 2-methyl-5-(3-(trifluoromethoxy)phenyl)-N-(3-(2,2-difluoropropyl)-1,2,4-thiadiazol-5-yl)furan-3-carboxamide